3-carbamoyl-1H-indazol-5-ylcarbamate C(N)(=O)C1=NNC2=CC=C(C=C12)NC([O-])=O